N-(2-(1-(4-((6-amino-2-butoxy-8-oxo-7H-purin-9(8H)-yl)methyl)benzyl)piperidin-4-yl)ethyl)-3-(2-(aminooxy)ethoxy)-N-isobutylpropanamide NC1=C2NC(N(C2=NC(=N1)OCCCC)CC1=CC=C(CN2CCC(CC2)CCN(C(CCOCCON)=O)CC(C)C)C=C1)=O